COCOC1=C(C=CC=C1)C=1C=C2C(=NN1)NC[C@@H]1N2CCN(C1)C1=NC=C(C=N1)C1=CC=C(C=O)C=C1 (S)-4-(2-(2-(2-(methoxymethoxy)phenyl)-6a,7,9,10-tetrahydro-5H-pyrazino[1',2':4,5]pyrazino[2,3-c]pyridazin-8(6H)-yl)pyrimidin-5-yl)benzaldehyde